ClC=1C=CC2=C(OCC(=N2)C2=CC=C(C=C2)C2=CC=C(C=C2)O)C1 4'-(7-chloro-2H-benzo[b][1,4]oxazin-3-yl)-[1,1'-biphenyl]-4-ol